1-(tert-butyl)-5-fluoro-N-(2-fluoro-4-methyl-5-(2-methyl-8-morpholinylimidazo[1,2-a]pyridin-6-yl)phenyl)-1H-pyrazole-4-carboxamide C(C)(C)(C)N1N=CC(=C1F)C(=O)NC1=C(C=C(C(=C1)C=1C=C(C=2N(C1)C=C(N2)C)N2CCOCC2)C)F